2-(undecyloxy)benzyl bromide C(CCCCCCCCCC)OC1=C(CBr)C=CC=C1